FC(C(=O)O)(F)F.FC1=C(CNC=2C(=NC=C(C2)C=2C=C3C(=NC=NC3=CC2)N2CCNCC2)OC)C=CC(=C1)F N-(2,4-difluorobenzyl)-2-methoxy-5-(4-(Piperazin-1-yl)quinazolin-6-yl)pyridin-3-amine trifluoroacetate